1-ISOPROPYL-1H-PYRAZOL-4-YLBORONIC ACID C(C)(C)N1N=CC(=C1)B(O)O